(r,r)-tartaric acid C([C@H](O)[C@@H](O)C(=O)O)(=O)O